C(C=C)(=O)NCC(C)(S(=O)(=O)[O-])C acrylamido-2-methyl-2-propanesulfonate